(R)-3-(4-(7H-Pyrrolo[2,3-d]pyrimidin-4-yl)-1H-pyrazol-1-yl)-3-cyclopentylpropanennitril N1=CN=C(C2=C1NC=C2)C=2C=NN(C2)C(=CC#N)C2CCCC2